N-(5-(((2S,4R)-4-(imidazo[1,2-a]pyridin-7-yloxy)-2-methylpyrrolidin-1-yl)methyl)thiazol-2-yl)acetamide N=1C=CN2C1C=C(C=C2)O[C@@H]2C[C@@H](N(C2)CC2=CN=C(S2)NC(C)=O)C